CCCCCCCCCCCC normal dodecane